2,2'-propylidenebis(4-methyl-6-cyclohexylphenol) C(CC)(C1=C(C(=CC(=C1)C)C1CCCCC1)O)C1=C(C(=CC(=C1)C)C1CCCCC1)O